[(2R)-pyrrolidin-2-yl]methyl 2-[[4-[[2-(6-methyl-2-pyridyl)pyrimidin-4-yl]amino]pyrimidin-2-yl]amino]thiazole-5-carboxylate CC1=CC=CC(=N1)C1=NC=CC(=N1)NC1=NC(=NC=C1)NC=1SC(=CN1)C(=O)OC[C@@H]1NCCC1